C(/C1=CC=CC=C1)=C(\C=CC(C)=O)/CCCCCC 5-((E)-benzylidene)undec-3-en-2-one